2-(4-methylbenzyl)-2-[di(n-octyl)amino]-1-(4-morpholinophenyl)hexan-1-one CC1=CC=C(CC(C(=O)C2=CC=C(C=C2)N2CCOCC2)(CCCC)N(CCCCCCCC)CCCCCCCC)C=C1